C(C)S(=O)(=O)CC1CN(C1)C=1C=CC(=C2C=C(N=CC12)NC=1N=C(N=NC1)N1C[C@H]([C@H](CC1)OC)F)C(C)C 8-{3-[(ethanesulfonyl)meth-yl]azetidin-1-yl}-N-{3-[(3R,4S)-3-fluoro-4-methoxypiperidin-1-yl]-1,2,4-triazin-5-yl}-5-(propan-2-yl)isoquinolin-3-amine